C1=NNC=2C1=C1C3C4CCC(C3C(NC1=CC2)C2=CC=C1C(=NNC1=C2)N)C4 6-(6,7,7a,8,9,10,11,11a-Octahydro-3H-8,11-methanopyrazolo[4,3-a]phenanthridin-7-yl)-1H-indazol-3-amine